N-((S)-1-(2-chlorophenyl)-2-((3,3-difluorocyclobutyl)amino)-2-oxoethyl)-1-(4-cyanopyridin-2-yl)-N-(5-fluoropyridin-3-yl)-5-oxopyrrolidine-2-carboxamide ClC1=C(C=CC=C1)[C@@H](C(=O)NC1CC(C1)(F)F)N(C(=O)C1N(C(CC1)=O)C1=NC=CC(=C1)C#N)C=1C=NC=C(C1)F